CC1=C(C=C(C=C1)C)OCCCC=C 1,4-dimethyl-2-(4-penten-1-yloxy)benzene